N1(C=NC=C1)CCCN(CCCCCCCC(=O)OCCCCCCCCC)CCCCCCCCOC(CC12CC3CC(CC(C1)C3)C2)=O nonyl 8-((3-(1H-imidazol-1-yl)propyl)(8-(2-((3r,5r,7r)-adamantan-1-yl)acetoxy)octyl)amino)octanoate